BrC=1C(=C(C=C2CCCOC12)N1CC2(CN(C2)C(=O)OC(C)(C)C)CC1)C#N tert-butyl 6-(8-bromo-7-cyanochroman-6-yl)-2,6-diazaspiro[3.4]octane-2-carboxylate